CC1=C(C=CC=C1C)N1CCN(CC1)C(CN1N=C(C2=C1CCC2)C(=O)N2C[C@@H]([C@@H](CC2)F)O)=O 1-[4-(2,3-dimethylphenyl)piperazin-1-yl]-2-[3-[(3S,4R)-4-fluoro-3-hydroxy-piperidine-1-carbonyl]-5,6-dihydro-4H-cyclopenta[c]pyrazol-1-yl]ethanone